cis-4-methyl-N-((S)-1-(3-(2-(trifluoromethyl)pyridin-4-yl)-1,2,4-oxadiazol-5-yl)ethyl)cyclohexane-1-carboxamide C[C@H]1CC[C@H](CC1)C(=O)N[C@@H](C)C1=NC(=NO1)C1=CC(=NC=C1)C(F)(F)F